(Z)-1,3,5-hexatriene C=C\C=C/C=C